4-(3-methoxy-4-{[3-(trifluoromethyl)pyridin-2-yl]methoxy}phenyl)-2H,4H,5H,6H,7H-pyrazolo[3,4-b]pyridin-6-one COC=1C=C(C=CC1OCC1=NC=CC=C1C(F)(F)F)C1C=2C(NC(C1)=O)=NNC2